trans-8-((4-((4-fluorophenyl)((tetrahydro-2H-pyran-4-yl)methyl)amino)cyclohexyl)(methyl)amino)-5-methyl-6-oxo-5,6-dihydro-1,5-naphthyridine-2,7-dicarbonitrile FC1=CC=C(C=C1)N([C@@H]1CC[C@H](CC1)N(C1=C(C(N(C=2C=CC(=NC12)C#N)C)=O)C#N)C)CC1CCOCC1